5-methyl-4-[3-(2-methylthiazol-5-yl)-7,8-dihydro-5H-1,6-naphthyridin-6-yl]thieno[2,3-d]pyrimidine CC1=CSC=2N=CN=C(C21)N2CC=1C=C(C=NC1CC2)C2=CN=C(S2)C